Cl.CC1=NC(=CC(=C1)C=1NC2=CC(=CC=C2C1C)C=1C=NC(=CC1)N1CCN(CC1)S(=O)(=O)C1CNCC1)C 2-(2,6-dimethylpyridin-4-yl)-3-methyl-6-(6-(4-(pyrrolidin-3-ylsulfonyl)piperazin-1-yl)pyridin-3-yl)-1H-indole hydrochloride